1-(3-cyano-1-isopropyl-1H-indol-5-yl)-1H-pyrazole-4-carboxylic acid C(#N)C1=CN(C2=CC=C(C=C12)N1N=CC(=C1)C(=O)O)C(C)C